(R)-N-(5-Cyano-4-(3-methoxypyrrolidin-1-yl)pyridin-2-yl)-7-formyl-6-((2-carbonyl-1,3-oxazinan-3-yl)methyl)-3,4-dihydro-1,8-naphthyridin-1(2H)-carboxamide C(#N)C=1C(=CC(=NC1)NC(=O)N1CCCC2=CC(=C(N=C12)C=O)CN1C(OCCC1)=C=O)N1C[C@@H](CC1)OC